OC(C)NC(C=C)=O N-(1-hydroxyethyl)acrylamide